tert-butyl 4-((4-(2-(2,6-dioxopiperidin-3-yl)-1-oxoisoindolin-5-yl)piperazin-1-yl)methyl)benzoate O=C1NC(CCC1N1C(C2=CC=C(C=C2C1)N1CCN(CC1)CC1=CC=C(C(=O)OC(C)(C)C)C=C1)=O)=O